(R)-3-(azetidin-3-yl)propane-1,2-diol N1CC(C1)C[C@H](CO)O